C(C)(C)C1=CC(=NN1)NC1=CN=C2C(=N1)N(N=C2)CC2CCN(CC2)C N-(5-isopropyl-1H-pyrazol-3-yl)-1-((1-methylpiperidin-4-yl)methyl)-1H-pyrazolo[3,4-b]pyrazin-6-amine